FC1=C(C(=CC(=C1)CC1CN(C1)CCCF)F)C1N(C(CC2=C1NC1=CC=C(C=C21)C(=O)OC)C)CC(C)(F)F methyl 1-(2,6-difluoro-4-((1-(3-fluoropropyl) azetidin-3-yl) methyl) phenyl)-2-(2,2-difluoropropyl)-3-methyl-2,3,4,9-tetrahydro-1H-pyrido[3,4-b]indole-6-carboxylate